3-(2-cyano-3-cyclopropyl-phenoxy)azetidine-1-carboxylic acid tert-butyl ester C(C)(C)(C)OC(=O)N1CC(C1)OC1=C(C(=CC=C1)C1CC1)C#N